COCN1C2=C(OCC1=O)C=CC=C2[N+](=O)[O-] 4-(methoxymethyl)-5-nitro-2H-benzo[b][1,4]oxazin-3(4H)-one